NC1=NC(=C2N=CN(C2=N1)[C@H]1C[C@H](C1)COP(=O)(OC1=CC=CC2=CC=CC=C12)N[C@@H](C)C(=O)OC(C)C)O Isopropyl (((cis-3-(2-amino-6-hydroxy-9H-purin-9-yl)cyclobutyl) methoxy) (naphthalen-1-yloxy) phosphoryl)-L-alaninate